5-(7-(1-isopropyl-1H-pyrazol-4-yl)-6-methylimidazo[1,2-b]pyridazin-3-yl)-2-(pyrazin-2-yl)-1,8-naphthyridine C(C)(C)N1N=CC(=C1)C1=CC=2N(N=C1C)C(=CN2)C2=C1C=CC(=NC1=NC=C2)C2=NC=CN=C2